(2S,4S)-4-fluoro-1-[2-[4-(6-isoquinolinylamino)-1-piperidinyl]acetyl]pyrrolidine-2-carbonitrile F[C@H]1C[C@H](N(C1)C(CN1CCC(CC1)NC=1C=C2C=CN=CC2=CC1)=O)C#N